C(N)(=O)C1=CC(=C(C=C1)C1=CC(=CC(=C1)O)CN1[C@@H](COCC1)C(=O)N[C@H](C)C1=CC=C(C(=O)OC)C=C1)C Methyl 4-((R)-1-((S)-4-((4'-carbamoyl-5-hydroxy-2'-methyl-[1,1'-biphenyl]-3-yl)methyl)morpholine-3-carboxamido)ethyl)benzoate